1-(2-((1S,3aS,3bR,5aR,6R,8aR,8bS,10aS)-6-hydroxy-6,10a-dimethylhexadecahydrodicyclopenta[a,f]naphthalen-1-yl)-2-oxoethyl)-1H-pyrazole-4-carbonitrile O[C@@]1(CC[C@@H]2[C@H]3CC[C@]4([C@H]([C@@H]3CC[C@H]21)CC[C@@H]4C(CN4N=CC(=C4)C#N)=O)C)C